1-(1-((1-phenyl-1H-tetrazol-5-yl)sulfonyl)propan-2-yl)pyridazine C1(=CC=CC=C1)N1N=NN=C1S(=O)(=O)CC(C)N1NC=CC=C1